Butyl-4-(2-((dinonylglycyl)oxy)ethyl)piperidine-1-carboxylate C(CCC)OC(=O)N1CCC(CC1)CCOC(CN(CCCCCCCCC)CCCCCCCCC)=O